1,3,6-dithiazepine-1,1-dioxide S1(CSC=CN=C1)(=O)=O